C(C)(C)(C)OC(=O)N(C=1SC(=C(N1)C(=O)OCC)CC(COC1=C(C=C(C=C1)C#CCN(C)C)F)OC1OCCCC1)C ethyl 2-{[(tert-butoxy)carbonyl](methyl)amino}-5-(3-{4-[3-(dimethylamino)prop-1-yn-1-yl]-2-fluorophenoxy}-2-(oxan-2-yloxy)propyl)-1,3-thiazole-4-carboxylate